4-(6-(bis(4-methoxybenzyl)amino)-4-methyl-3-(trifluoromethyl)pyridin-2-yl)-3,6-difluorobenzoic acid COC1=CC=C(CN(C2=CC(=C(C(=N2)C2=C(C=C(C(=O)O)C(=C2)F)F)C(F)(F)F)C)CC2=CC=C(C=C2)OC)C=C1